(E)-9-tetradecenal C(CCCCCCC\C=C\CCCC)=O